C(C)P([O-])=O Ethylphosphinate